5-(3-{3-[(4-{[tert-butyl(dimethyl)silyl]-oxy}phenyl)amino]-5-cyano-1-methyl-1H-pyrrol-2-yl}propoxy)-3-methyl-3,4-dihydro-isoquinoline-2(1H)-carboxylate [Si](C)(C)(C(C)(C)C)OC1=CC=C(C=C1)NC1=C(N(C(=C1)C#N)C)CCCOC1=C2CC(N(CC2=CC=C1)C(=O)[O-])C